O1CC(=CCC1)C=O 5,6-dihydropyran-3-formaldehyde